2-(3-((Benzyloxy)methyl)-4-ethyl-5-oxo-4,5-dihydro-1H-1,2,4-triazol-1-yl)-3-fluoro-5H-pyrano[4,3-b]pyridin-5-one C(C1=CC=CC=C1)OCC1=NN(C(N1CC)=O)C1=C(C=C2C(=N1)C=COC2=O)F